NC1=NC(=C2N=CN(C2=N1)CC(=O)NC1=CC(=NN1CC)C)NC1=CC=C(C=C1)N1CCN(CC1)C 2-(2-amino-6-((4-(4-methylpiperazin-1-yl)phenyl)amino)-9H-purin-9-yl)-N-(1-ethyl-3-methyl-1H-pyrazol-5-yl)acetamide